C1(=CC=CC=C1)CCC(=O)OC methyl 2-phenylethane-1-carboxylate